7-ethynyl-1-methyl-1H-indazole C(#C)C=1C=CC=C2C=NN(C12)C